2,6,8-trimethylnonanol CC(CO)CCCC(CC(C)C)C